isopropyl (S)-6-diazo-2-((S)-3-(4-fluorophenyl)-2-isopropoxypropanamido)-5-oxohexanoate [N+](=[N-])=CC(CC[C@@H](C(=O)OC(C)C)NC([C@H](CC1=CC=C(C=C1)F)OC(C)C)=O)=O